N1(C(COCC1)=O)C[C@H](CC=1N=C(NC1[N+](=O)[O-])C)O (S)-[3-(3-morpholinonyl)-2-hydroxypropyl]-2-methyl-5-nitroimidazole